1-ethoxy-2-iodo-4-(trifluoromethyl)benzene C(C)OC1=C(C=C(C=C1)C(F)(F)F)I